C(CCCCCCC)[Si](CC)(CC)CC octyltriethylsilane